N-[2-(2,4-dimethylphenyl)-2,2-difluoroethyl]-3-methylpyridine-4-carboxamide CC1=C(C=CC(=C1)C)C(CNC(=O)C1=C(C=NC=C1)C)(F)F